FC1=C(C=C2C(NCC2=C1F)=O)C=O 6,7-difluoro-3-oxo-1,2-dihydro-isoindole-5-carbaldehyde